amino-4-oxo-quinazoline dithiocarbamate C(N)(S)=S.NC1=NC2=CC=CC=C2C(N1)=O